(4-(1H-indazol-3-yl)thiophen-2-yl)-4-oxobutanoic acid N1N=C(C2=CC=CC=C12)C=1C=C(SC1)C(C(=O)O)CC=O